5-(tert-butyl)-2-(4-hydroxybenzyl)isoindoline-1,3-dione C(C)(C)(C)C=1C=C2C(N(C(C2=CC1)=O)CC1=CC=C(C=C1)O)=O